C(C1=CC=CC=C1)OC(=O)N1CC2=CC=C(C(=C2CC1)F)Br 6-bromo-5-fluoro-3,4-dihydro-1H-isoquinoline-2-carboxylic acid benzyl ester